N-(2-bromo-6-methoxy-4-methylpyridin-3-yl)-2-((4-fluoro-2-methylphenyl)amino)-4-(trifluoromethyl)benzamide BrC1=NC(=CC(=C1NC(C1=C(C=C(C=C1)C(F)(F)F)NC1=C(C=C(C=C1)F)C)=O)C)OC